O=C1CCC(O1)C(=O)O 5-oxotetrahydrofuran-2-carboxylic acid